3-(4-(trifluoromethyl)phenyl)propanoic acid FC(C1=CC=C(C=C1)CCC(=O)O)(F)F